BrC1=C(C(=O)OC)C(=CC(=C1)B1OC(C(O1)(C)C)(C)C)F methyl 2-bromo-6-fluoro-4-(4,4,5,5-tetramethyl-1,3,2-dioxaborolan-2-yl)benzoate